(p-methoxyphenyl)n-butyl-tellurium COC1=CC=C(C=C1)CCCC[Te]